NC1=NC=C(C=N1)C=1N=CN2C1N(C(C1=CC(=CC(=C21)C(C)([2H])NC=2C(=NC(=CC2)OC)C=2N=NN(N2)C([2H])([2H])[2H])C)=O)C([2H])([2H])[2H] 3-(2-aminopyrimidin-5-yl)-9-(1-((6-methoxy-2-(2-(methyl-d3)-2H-tetrazol-5-yl)pyridin-3-yl)amino)ethyl-1-d)-7-methyl-4-(methyl-d3)imidazo[1,5-a]quinazolin-5(4H)-one